sodium 2-tetradecyl aminoethyl-sulfonate NCCS(=O)(=O)OC(C)CCCCCCCCCCCC.[Na]